(S)-2-methyl-propane-2-sulfinic acid [1-[3-chloro-4-(3,3-dimethyl-butyl)-phenyl]-eth-(E)-ylidene]-amide ClC=1C=C(C=CC1CCC(C)(C)C)\C(\C)=N\[S@@](=O)C(C)(C)C